3-cyclopentyl-3-[4-(7H-pyrrolo[2,3-d]pyrimidin-4-yl)-1H-pyrazol-1-yl]propane-nitrile phosphoric acid salt P(O)(O)(O)=O.C1(CCCC1)C(CC#N)N1N=CC(=C1)C=1C2=C(N=CN1)NC=C2